C1=C(C=CC2=CC=C(C=C12)S(=O)(=O)[O-])S(=O)(=O)[O-].[Na+].[Na+] Disodium 2,7-naphthalenedisulfonate